C(CCCCC(C)C)C1(CCC(CC1)(C(=O)O)CCCCCC(C)C)C(=O)O diisooctyl-cyclohexane-1,4-dicarboxylic acid